FC(C1=NC(=NO1)C1=C2C=3C=CC=C(C3NC2=CC=C1)C1=CC=CC=C1CN(C(O)=O)[C@@H](C(C1CC1)C1CC1)C(CBr)=O)(F)F.ClCCOCCl 2-chloro-1-[(chloromethyl)oxy]ethane 5-[5-(trifluoromethyl)-1,2,4-oxadiazol-3-yl]carbazolbenzyl-(S)-(4-bromo-1,1-dicyclopropyl-3-oxobutan-2-yl)carbamate